C(C1=CC=CC=C1)C1=CN=C(S1)C1=CC=C(C=C1)NC(=O)NCC1=CN=CO1 1-(4-(5-Benzylthiazol-2-yl)phenyl)-3-(oxazol-5-ylmethyl)urea